(R)-4-((1-(3-(difluoromethyl)-2-fluorophenyl)ethyl)amino)-6-thiomorpholinopyrido[2,3-d]pyrimidin-7(8H)-one FC(C=1C(=C(C=CC1)[C@@H](C)NC=1C2=C(N=CN1)NC(C(=C2)N2CCSCC2)=O)F)F